tert-Butyl (1-amino-3-(6,7-dimethyl-2-oxo-1,2-dihydroquinolin-3-yl)-1-oxopropan-2-yl)carbamate NC(C(CC=1C(NC2=CC(=C(C=C2C1)C)C)=O)NC(OC(C)(C)C)=O)=O